N-(5,6-Dimethoxy-benzothiazol-2-yl)-2-[2-(4-fluoro-benzenesulfonyl)-phenyl]-2-(4-methoxy-phenoxy)-acetamide COC=1C(=CC2=C(N=C(S2)NC(C(OC2=CC=C(C=C2)OC)C2=C(C=CC=C2)S(=O)(=O)C2=CC=C(C=C2)F)=O)C1)OC